BrC1=CC=C2C(=N1)SC=C2S(=O)(=O)Cl 6-bromothieno[2,3-b]pyridine-3-sulfonyl chloride